3-(4-Fluorophenyl)-N-(4-methyl-3-(pyridin-4-yl)-1H-pyrazol-5-yl)propanamide FC1=CC=C(C=C1)CCC(=O)NC1=C(C(=NN1)C1=CC=NC=C1)C